bicyclo(2.2.1)-hept-2,5-diene C12C=CC(C=C1)C2